6-fluoro-7-(1H-imidazol-2-yl)-1H-indole-3-sulfonyl chloride FC1=CC=C2C(=CNC2=C1C=1NC=CN1)S(=O)(=O)Cl